(-)-N-[3-chloro-1-(3-pyridyl)-1H-pyrazol-4-yl]-N-Ethyl-3-[(3,3,3-trifluoropropyl)sulfinyl]propanamide tert-butyl-4-(4-amino-3-phenoxy-phenyl)piperidine-1-carboxylate C(C)(C)(C)OC(=O)N1CCC(CC1)C1=CC(=C(C=C1)N)OC1=CC=CC=C1.ClC1=NN(C=C1N(C(CCS(=O)CCC(F)(F)F)=O)CC)C=1C=NC=CC1